C(C)OC=1C=C(C=CC1C(C)O)O 3-ethoxy-4-(1-hydroxyethyl)phenol